BrCCCCCOC1OCCCC1 2-[(5-bromopentyl)oxy]oxane